2-(4-bromophenyl)quinazolin-4(3H)-one BrC1=CC=C(C=C1)C1=NC2=CC=CC=C2C(N1)=O